N-((R,E)-1-cyclopropyl-3-((S)-S-methylsulfonimidoyl)allyl)-2-(1,1-difluoroethyl)-4-phenoxypyrimidine-5-carboxamide C1(CC1)[C@H](\C=C\[S@](=O)(=N)C)NC(=O)C=1C(=NC(=NC1)C(C)(F)F)OC1=CC=CC=C1